6-(1H-indol-6-yl)-4-(2-(tetrahydro-2H-pyran-4-yl)ethyl)-3,4-dihydropyrazino[2,3-b]pyrazin N1C=CC2=CC=C(C=C12)C=1N=C2C(=NC1)N=CCN2CCC2CCOCC2